4-(4-(6-(((1R,3s,5S)-1,5-dimethyl-8-azabicyclo[3.2.1]octan-3-yl)(methyl)amino)pyridazin-3-yl)-5-hydroxy-2-methylphenyl)-1-methylpyridin C[C@]12CC(C[C@](CC1)(N2)C)N(C2=CC=C(N=N2)C2=CC(=C(C=C2O)C2=CCN(C=C2)C)C)C